C[C@@]1([C@@H]2CCN([C@@H]2C1)C(=O)[C@@H]1O[C@H]1C)OC=1C=2N(C=C(N1)C=1C=NN(C1)C)N=CC2 ((1R,5R,6R)-6-methyl-6-((6-(1-methyl-1H-pyrazol-4-yl)pyrazolo[1,5-a]pyrazin-4-yl)oxy)-2-azabicyclo[3.2.0]heptan-2-yl)((2R,3S)-3-methyloxiran-2-yl)methanone